iron-copper-silicon-boron [B].[Si].[Cu].[Fe]